calcium-copper salt [Cu].[Ca]